C(C)(C)N1N=CC(=C1)COC=1C2=C(N=C(N1)N(CCOC)CCOC)C(=NC(=N2)N(CCOC)CCOC)N2CCC(CC2)OC 4-((1-isopropyl-1H-pyrazol-4-yl)methoxy)-N2,N2,N6,N6-tetrakis(2-methoxyethyl)-8-(4-methoxypiperidin-1-yl)pyrimido[5,4-d]pyrimidine-2,6-diamine